4-fluoro-2-((cyclohexyl-(methyl)amino)methyl)benzonitrile FC1=CC(=C(C#N)C=C1)CN(C)C1CCCCC1